C\C(=C/C#N)\CCC=C(C)C (E)-3,7-dimethylocta-2,6-dienenitrile